7-(6-chloro-3,5-dimethyl-1H-indazol-4-yl)-8-fluoro-2-{[(2R,7aS)-2-fluorotetrahydro-1H-pyrrolizin-7a(5H)-yl]methoxy}-4-(8-oxa-3-azabicyclo[3.2.1]octan-3-yl)pyrido[4,3-d]pyrimidine ClC1=C(C(=C2C(=NNC2=C1)C)C1=C(C=2N=C(N=C(C2C=N1)N1CC2CCC(C1)O2)OC[C@]21CCCN1C[C@@H](C2)F)F)C